NC[C@@H]1CC[C@H](CC1)CO trans-(4-(aminomethyl)cyclohexyl)methanol